(R)-N-((3-cyano-5-fluoro-4-(((R)-4-(3-fluoroazetidin-1-yl)-1-((4-fluorophenyl)thio)butan-2-yl)amino)phenyl)sulfonyl)-2-methyloxepane-2-carboxamide C(#N)C=1C=C(C=C(C1N[C@@H](CSC1=CC=C(C=C1)F)CCN1CC(C1)F)F)S(=O)(=O)NC(=O)[C@@]1(OCCCCC1)C